C(C)N1N=C(C=C1)C=1C=C(C=C(C1)C=1C=NN(C1)C)[C@@H](C)NC(C1=C(C=CC(=C1)OC[C@H]1N[C@@H](CC1)C(F)(F)F)C)=O N-((R)-1-(3-(1-ethyl-1H-pyrazol-3-yl)-5-(1-methyl-1H-pyrazol-4-yl)phenyl)ethyl)-2-methyl-5-(((2S,5S)-5-(trifluoromethyl)pyrrolidin-2-yl)methoxy)benzamide